OC(CCCC)C1=C(C(=O)O)C=CC=C1 2-(alpha-hydroxyn-pentyl)benzoic acid